F[P-](F)(F)(F)(F)F.O=C1C2=CC=CC=C2[S+](C=2C=CC(=CC12)C(C)C)C1=CC=2C(C3=CC(=CC=C3SC2C=C1)C(C)C)=O 9-oxo-10-[9-oxo-7-(propan-2-yl)-9H-thioxanthen-2-yl]-2-(propan-2-yl)-9H-thioxanthen-10-ium hexafluorophosphate